1-(3-bromo-1H-1,2,4-triazol-5-yl)-3-(5-fluoropyridin-3-yl)-3-hydroxypropyl pivalate C(C(C)(C)C)(=O)OC(CC(O)C=1C=NC=C(C1)F)C1=NC(=NN1)Br